FS(=O)(=O)NC1=C(C=C(C(=O)OC)C=C1)OC methyl 4-((fluorosulfonyl) amino)-3-methoxybenzoate